N-ethyl-N-(2-hydroxy-3-sulfopropyl)-aniline C(C)N(C1=CC=CC=C1)CC(CS(=O)(=O)O)O